di(t-butylperoxy)hexane C(C)(C)(C)OOC(CCCCC)OOC(C)(C)C